tert-butyl N-[(5-amino-1H-benzimidazol-2-yl)methyl]-N-methyl-carbamate NC1=CC2=C(NC(=N2)CN(C(OC(C)(C)C)=O)C)C=C1